FC1=C(C(=O)N([C@H]2CNCCC2)C2=NC=CC3=CC=CC(=C23)C)C=CC(=C1)NC1=NC=CC(=N1)C1=CC=NC=C1 (R)-2-fluoro-N-(8-methylisoquinolin-1-yl)-N-(piperidin-3-yl)-4-((4-(pyridin-4-yl)pyrimidin-2-yl)amino)benzamide